OC(C)(C)C=1N(C(=NN1)C=1SC=C(N1)C(=O)N1[C@H](CCC1)C)C (S)-(2-(5-(2-hydroxyprop-2-yl)-4-methyl-4H-1,2,4-triazol-3-yl)thiazol-4-yl)(2-methylpyrrolidin-1-yl)methanone